C1(=CC=CC=C1)OS sulfhydryl phenyl ether